(R)-1-(3-bromo-2-methylphenyl)propan-2-amine BrC=1C(=C(C=CC1)C[C@@H](C)N)C